COC(C1=CC=C(C=C1)[C@@H]1[C@H](C1)C=1C=2N(N=C(C1)C=1C(=NC(=NC1)OC)OC)C(=CN2)F)=O.ClC2=C(C(=NC(N2[2H])C)NC)C=C 6-chloro-N,2-dimethyl-5-vinyl-4-pyrimidinamine-1-d methyl-4-((1S,2S)-2-(6-(2,4-dimethoxypyrimidin-5-yl)-3-fluoroimidazo[1,2-b]pyridazin-8-yl)cyclopropyl)benzoate